N-(2-(2,6-dioxo-piperidin-3-yl)-3-oxoisoindolin-5-yl)-2-methyl-benzenesulfonamide O=C1NC(CCC1N1CC2=CC=C(C=C2C1=O)NS(=O)(=O)C1=C(C=CC=C1)C)=O